FC1(CCN(CC1)C(=O)C=1C=CC(=NC1)C=1C=C(C2=C(C=CO2)C1)OC([2H])([2H])[2H])F 5-(5-(4,4-difluoro-piperidine-1-carbonyl)pyridin-2-yl)-7-(methoxy-d3)benzofuran